ClNC1=CC=C(C(=O)OCCN(CC)CC)C=C1 2-(diethylamino)ethyl 4-(chloroamino)benzoate